C=CCCCCCCCCCCCCCCC 1-Heptadecen